NC1=C(C(=NN1C1CC(CC1)C)C1=CC=C(C=C1)CNC(C1=C(C=CC=C1)OC)=O)C(=O)N 5-amino-3-[4-[[(2-methoxybenzoyl)amino]methyl]phenyl]-1-(3-methylcyclopentyl)pyrazole-4-carboxamide